BrC1=CC=C(C=C1)[C@H](CO[Si](C)(C)C(C)(C)C)NC(OC(C)(C)C)=O tert-butyl [(1R)-1-(4-bromophenyl)-2-{[tert-butyl(dimethyl)silyl]oxy}ethyl]carbamate